C(C)OC(C)C12CC(CC(N1C(=O)C1=NC=CC=C1)C2)C (cis-1-(1-ethoxyethyl)-3-methyl-6-azabicyclo[3.1.1]heptan-6-yl)(pyridin-2-yl)methanone